3-(1-(2-chloro-4-(trifluoromethyl)phenyl)pyrrolidin-3-yl)-2-fluoro-N-(methylsulfonyl)benzamide ClC1=C(C=CC(=C1)C(F)(F)F)N1CC(CC1)C=1C(=C(C(=O)NS(=O)(=O)C)C=CC1)F